3-(4,4,5-Trifluoro-3,3-dimethyl-3,4-dihydroisoquinolin-1-yl)quinolin FC1(C(N=C(C2=CC=CC(=C12)F)C=1C=NC2=CC=CC=C2C1)(C)C)F